ClC=1C=C(C=CC1N1C(N(C=C1)C)=O)C1=C(C(=CC(=C1)F)C1=CC(=NC(=C1)N1CCNCC1)NS(=O)(=O)C)O N-(4-(3'-chloro-5-fluoro-2-hydroxy-4'-(3-methyl-2-oxo-2,3-dihydro-1H-imidazol-1-yl)-[1,1'-biphenyl]-3-yl)-6-(piperazin-1-yl)pyridin-2-yl)methanesulfonamide